tert-butyl 2-(2-(2-(2-(4-(2-(2-(((5s,8s)-4-(benzyloxy)-3-mesityl-2-oxo-1-oxaspiro[4.5]dec-3-en-8-yl)oxy)ethoxy)ethyl)piperazin-1-yl)ethoxy)ethoxy)ethoxy)acetate C(C1=CC=CC=C1)OC1=C(C(OC12CCC(CC2)OCCOCCN2CCN(CC2)CCOCCOCCOCC(=O)OC(C)(C)C)=O)C2=C(C=C(C=C2C)C)C